ClC1=CC(=NC=C1)[C@H](CC=C)N[S@](=O)C(C)(C)C (R)-N-[(1S)-1-(4-chloropyridin-2-yl)but-3-en-1-yl]-2-methylpropane-2-sulfinamide